3-(tert-butyl)-2'-((3-(tert-butyl)-2-hydroxy-5-methylphenyl)(3-(phenylthio)propyl)amino)-5-methyl-[1,1'-biphenyl] C(C)(C)(C)C=1C=C(C=C(C1)C)C1=C(C=CC=C1)N(CCCSC1=CC=CC=C1)C1=C(C(=CC(=C1)C)C(C)(C)C)O